5-(cyclohexylamino)-N-(3,6-dimethyl-9H-thioxanthen-9-yl)-2-oxo-6-(trifluoromethyl)-1,2-dihydropyridine-3-carboxamide C1(CCCCC1)NC=1C=C(C(NC1C(F)(F)F)=O)C(=O)NC1C2=CC=C(C=C2SC=2C=C(C=CC12)C)C